CP(C1=C(C=NC2=CC=CC=C12)NC=1C2=C(N=C(N1)NC1=C(C=C(C(=C1)C=1C=NN(C1)C)N1CCN(CC1)C)OCC(F)(F)F)NC=C2)(C)=O Dimethyl(3-((2-((5-(1-methyl-1H-pyrazol-4-yl)-4-(4-methylpiperazin-1-yl)-2-(2,2,2-trifluoroethoxy)phenyl)amino)-7H-pyrrolo[2,3-d]pyrimidin-4-yl)amino)quinolin-4-yl)phosphine oxide